C(C)(C)(C)C=1C=CC(=NC1)N1CN(C=2C=NN(NC21)N[C@H]2[C@@H](CN(CC2)S(=O)(=O)C)F)Cl (3R,4R)-N-[7-(5-tert-butylpyridin-2-yl)-5-chloroimidazotriazin-2-yl]-3-fluoro-1-methanesulfonylpiperidin-4-amine